1,3-diformyloxy-adamantane C(=O)OC12CC3(CC(CC(C1)C3)C2)OC=O